C(C)(C)(C)OC(=O)N(C(OC(C)(C)C)=O)C1=NN2C(C=C(C=C2)C2=NC(=C(C=C2F)F)C=2C=NN(C2)C(C(C)(F)F)C2=CC=C(C=C2)F)=N1 tert-butyl (tert-butoxycarbonyl)(7-(6-(1-(2,2-difluoro-1-(4-fluorophenyl)propyl)-1H-pyrazol-4-yl)-3,5-difluoropyridin-2-yl)-[1,2,4]triazolo[1,5-a]pyridin-2-yl)carbamate